[Ge]=[Te].[Te] tellurium Germanium telluride